7H-pyrrolo[2,3-d]pyrimidin-4-ol N1=CN=C(C2=C1NC=C2)O